COC(=O)C1=CC2=C(N=C3N2C(COCC3)C)C=C1.FC=1C=C(C=C(C1)F)CC(=O)NC1=CC(=C(C=C1)C=1C=NC=C(C1)C(F)(F)F)S(N)(=O)=O 2-(3,5-difluorophenyl)-N-{3-sulfamoyl-4-[5-(trifluoromethyl)pyridin-3-yl]phenyl}acetamide Methyl-1-methyl-1,2,4,5-tetrahydrobenzo[4,5]imidazo[1,2-d][1,4]oxazepine-9-carboxylate